N-((S)-2-((5-(1,4-Dimethyl-1H-pyrazol-5-yl)pyridin-2-yl)amino)-1-((1r,4S)-4-methylcyclohexyl)-2-oxoethyl)-3-methylisoxazole-4-carboxamide CN1N=CC(=C1C=1C=CC(=NC1)NC([C@H](C1CCC(CC1)C)NC(=O)C=1C(=NOC1)C)=O)C